(-)-5-benzyl-5-azaspiro[2.4]heptane C(C1=CC=CC=C1)N1CC2(CC2)CC1